trimethyl(prop-2-en-1-yl)silane C[Si](CC=C)(C)C